ClC1=C(C(=O)NC2=C3C=NN(C3=CC=C2)C=2C=NC(=CC2)C(F)(F)F)C=C(C=C1)CNC(=O)C1CCCC1 2-chloro-5-{[(cyclopentylcarbonyl)amino]methyl}-N-{1-[6-(trifluoromethyl)pyridin-3-yl]-1H-indazol-4-yl}benzamide